N1N=CC2=C1CC1C2C1 3b,4,4a,5-tetrahydro-1H-cyclopropa[3,4]cyclopenta[1,2-c]pyrazole